4-(4-methoxy-2-((4-(morpholinomethyl)phenyl)amino)-7H-pyrrolo[2,3-d]pyrimidin-5-yl)-N,N-dimethylbenzene-sulfonamide COC=1C2=C(N=C(N1)NC1=CC=C(C=C1)CN1CCOCC1)NC=C2C2=CC=C(C=C2)S(=O)(=O)N(C)C